C1(=C(C=CC=C1)SSC1=CC=CC=C1)C phenyl (2-tolyl) disulfide